NC=1C(=C(C=CC1)N=S1(CCCC1)=O)OC 1-((3-amino-2-methoxyphenyl)imino)tetrahydro-1H-1λ6-Thiophene 1-oxide